C(\C=C/CCCCCCCCCCCCCCCCC)(=O)O (Z)-icos-2-enoic acid